C(C)(C)C=1C=NN2C1N=C(N=C2N[C@@H]2CCC=1NC3=CC=CC=C3C1C2)C=2C=NC=CC2 (3R)-N-[8-isopropyl-2-(3-pyridyl)pyrazolo[1,5-a][1,3,5]Triazin-4-yl]-2,3,4,9-tetrahydro-1H-carbazol-3-amine